5-methylbenzene-1,3-dicarboxylic acid chloride CC=1C=C(C=C(C1)C(=O)Cl)C(=O)Cl